1-(2,4-Dimethyl-6,7,8,9-tetrahydro-5H-pyrido[3,2-d]azepin-7-yl)-2-{1-[2-(trifluoromethyl)pyridin-4-yl]azepin-3-yl}ethan-1-one CC=1C=C(C=2CCN(CCC2N1)C(CC1=CN(C=CC=C1)C1=CC(=NC=C1)C(F)(F)F)=O)C